OC1(C(C=NC2=CC=CC=C12)OC)C1=CC=CC=C1 4-hydroxy-3-methoxy-4-phenyl-3,4-dihydroquinolin